(7R,14R)-11-(2-(azetidin-3-yl)pyrimidin-5-yl)-6-(methyl-d3)-1-(prop-1-yn-1-yl)-6,7-dihydro-7,14-methanobenzo[f]benzo[4,5]imidazo[1,2-a][1,4]diazocin-5(14H)-one N1CC(C1)C1=NC=C(C=N1)C1=CC2=C(N=C3N2[C@H]2C4=C(C(N([C@@H]3C2)C([2H])([2H])[2H])=O)C=CC=C4C#CC)C=C1